2-Ethoxy-5-(2-phenylethyl)phenol C(C)OC1=C(C=C(C=C1)CCC1=CC=CC=C1)O